ClC1=C(C=CC(=C1)F)C(=O)N1CC2CCC(C1)N2C2=C(C(=CC=C2)C(F)(F)F)OCOC (2-Chloro-4-fluoro-phenyl)-[8-[2-(methoxymethoxy)-3-(trifluoromethyl)phenyl]-3,8-diazabicyclo[3.2.1]octane-3-yl]methanone